C(C)OC(=O)C=1NC2=C(C=CC=C2C1C(C)C)C1=C(C(=CC(=C1)F)F)F 3-(1-methylethyl)-7-[2,3,5-tri(fluoro)phenyl]-1H-indole-2-carboxylic acid ethyl ester